N1(CCCC1)C1CCC(CC1)NC1=NC=CC=N1 N-((1r,4r)-4-(pyrrolidin-1-yl)cyclohexaneYl)pyrimidin-2-amine